ClC1=NN2C(N=CC3=C2[C@@](CN3C(=O)NC3=CN=NC(=C3)C(F)F)(C(F)(F)F)C)=C1 (R)-2-chloro-N-(6-(difluoromethyl)pyridazin-4-yl)-8-methyl-8-(trifluoromethyl)-7,8-dihydro-6H-pyrazolo[1,5-a]pyrrolo[2,3-e]pyrimidine-6-carboxamide